C(#N)COC1=C(C(=C(C=C1)C1=CN=C(N1C)C(=O)NC1=CC(=C(C=C1)C(=O)N1CCN(CC1)C(=O)[C@H]1NC[C@](C1)(O)CC)C)F)F 5-[4-(cyanomethoxy)-2,3-difluoro-phenyl]-N-[4-[4-[(2S,4S)-4-ethyl-4-hydroxy-pyrrolidine-2-carbonyl]piperazine-1-carbonyl]-3-methyl-phenyl]-1-methyl-imidazole-2-carboxamide